OC=1C=C(C=CC1)C1=NN2C(=NC=3C=CC=CC3C2=N1)N[C@H]1C(NCCCC1)=O (3R)-3-{[2-(3-hydroxyphenyl)[1,2,4]triazolo[1,5-c]quinazolin-5-yl]amino}azepan-2-one